N1=CC(=CC=C1)C1=CC=C(C=C1)NC(CC)=O N-(4-(pyridin-3-yl)phenyl)propanamide